cyclopentyl-2-((4-(4-methylpiperazin-1-yl)phenyl)amino)-7-oxo-7,8-dihydropyrido[2,3-d]pyrimidine-6-carbonitrile C1(CCCC1)C=1C2=C(N=C(N1)NC1=CC=C(C=C1)N1CCN(CC1)C)NC(C(=C2)C#N)=O